(S)-ethyl 2-((2S,5R,6S)-2-allyl-6-(3-chlorophenyl)-5-(4-chlorophenyl)-3-oxomorpholino)pentanoate C(C=C)[C@@H]1O[C@H]([C@H](N(C1=O)[C@H](C(=O)OCC)CCC)C1=CC=C(C=C1)Cl)C1=CC(=CC=C1)Cl